(Oxazol-2-yl)acetic acid O1C(=NC=C1)CC(=O)O